(4-((6,7-dimethoxyquinazolin-4-yl)thio)butyl)sulfonamide hydrochloride Cl.COC=1C=C2C(=NC=NC2=CC1OC)SCCCCS(=O)(=O)N